[N+](=O)([O-])C1=C(C=CC=C1)N(C1=NC=C(C=C1)N)CC(F)(F)F N-(2-nitrophenyl)-N2-(2,2,2-trifluoroethyl)pyridine-2,5-diamine